ethyl-1-vinyl-naphthalene C(C)C1=C(C2=CC=CC=C2C=C1)C=C